NCCC[Si](F)(C)C 3-aminopropyldimethylfluorosilane